C(C)(C)(C)OC(=O)N1C[C@@H]2COC3=C(CN2CC1)C(=CC(=C3)Br)F (12aR)-9-bromo-7-fluoro-3,4,12,12a-tetrahydro-6H-pyrazino[2,1-c][1,4]benzooxazepine-2(1H)-carboxylic acid tert-butyl ester